O(S(=O)(=O)C(F)(F)F)C1=CC2=C(CCNC(C2)=O)C=C1 4-oxo-2,3,4,5-tetrahydro-1H-benzo[d]azepin-7-yl triflate